3-((tributylstannyl)methoxy)propan-1-amine C(CCC)[Sn](CCCC)(CCCC)COCCCN